[Br-].CN1C(C(C2=CC=CC=C12)[N+]1=CC(=CC=C1)C(=O)OC)=O 1-(2,3-dihydro-1-methyl-2-oxo-1H-indol-3-yl)-3-(methoxycarbonyl)-pyridinium Bromide salt